C(C1=CC=CC=C1)OC(=O)N(CCNCCC(=O)OC(C)(C)C)C tert-butyl 3-((2-(((benzyloxy)carbonyl)(methyl)amino)ethyl)amino)propanoate